FC(COC(C(F)F)(F)F)(C(F)F)F (1,1,2,2-tetrafluoroethyl) (2,2,3,3-tetrafluoro-n-propyl) ether